6-chloro-N-(2,7-dimethylindazol-5-yl)thieno[2,3-b]pyridine-2-carboxamide ClC1=CC=C2C(=N1)SC(=C2)C(=O)NC2=CC1=CN(N=C1C(=C2)C)C